2C-E-2,5-dimethoxy-4-ethylphenylethylamine COC1=C(C=C(C(=C1)CC)OC)CCN